CN(CC(=O)N1CCC(CC1)C=1C=C2C(=CN1)NC(=C2C(C)C)C=2C=C(C=1N(C2)N=CN1)OC)C 2-(dimethylamino)-1-(4-(3-isopropyl-2-(8-methoxy-[1,2,4]triazolo[1,5-a]pyridin-6-yl)-1H-pyrrolo[2,3-c]pyridin-5-yl)piperidin-1-yl)ethan-1-one